N1=CC=C(C=C1)C=1N=C(C2=C(N1)C=NC=C2)NC2(CCC2)C(=O)O 1-{[2-(pyridin-4-yl)pyrido[3,4-d]pyrimidin-4-yl]amino}cyclobutane-1-carboxylic acid